2-(3-(4-(2-(4-methoxyphenyl)but-3-yn-2-yl)thiazol-2-yl)ureido)ethanesulfonamide COC1=CC=C(C=C1)C(C)(C#C)C=1N=C(SC1)NC(NCCS(=O)(=O)N)=O